CN1CCN(CC1)C1=CC=C(C=N1)C=1C=C2C(=NC1)NC=C2C2=CC=C1C(NC3(C1=C2)CCCCC3)=O 6'-(5-(6-(4-methylpiperazin-1-yl)pyridin-3-yl)-1H-pyrrolo[2,3-b]pyridin-3-yl)spiro[cyclohexane-1,1'-isoindolin]-3'-one